tert-Butyl 8-[3-(trimethylsilyl)prop-2-yn-1-ylidene]-5-azaspiro[3.5]nonane-5-carboxylate C[Si](C#CC=C1CCN(C2(CCC2)C1)C(=O)OC(C)(C)C)(C)C